C[Si]1(O[Si](O[Si](O[Si](O1)(C)C=C)(C)C=C)(C)C=C)C=C 2,4,6,8-tetramethyl-tetravinyl-cyclotetrasiloxan